2-((1E,3E)-5-((E)-3,3-Dimethyl-1-(pent-4-yn-1-yl)-5-(trifluoromethyl)indolin-2-ylidene)penta-1,3-dien-1-yl)-3-(2-methoxy-2-oxoethyl)-1,3-dimethyl-3H-indol-1-ium 2,2,2-tri-fluoroacetate FC(C(=O)[O-])(F)F.CC1(/C(/N(C2=CC=C(C=C12)C(F)(F)F)CCCC#C)=C\C=C\C=C\C1=[N+](C2=CC=CC=C2C1(C)CC(=O)OC)C)C